O=C[C@H](O)[C@@H](O)[C@H](O)[C@H](O)CO (D)-glucose